2-(2-naphthyl)-4,5-dihydro-3H-benzazepine C1=C(C=CC2=CC=CC=C12)C1=NC2=C(CCC1)C=CC=C2